ClC=1C=C(C=C2C=C(N=CC12)NC(=O)[C@H]1[C@H](C1)F)C=1C(=C(C=NC1)NC(OC(C)(C)C)=O)CC |r| (±)-tert-butyl 5-(8-chloro-3-((cis)-2-fluorocyclopropanecarboxamido)isoquinolin-6-yl)-4-ethylpyridin-3-ylcarbamate